ClCC1=CC(=NC(=C1)OC)C=1C=C2CN(C(C2=CC1)=O)C1C(NC(CC1)=O)=O 3-(5-(4-(chloromethyl)-6-methoxypyridin-2-yl)-1-oxoisoindolin-2-yl)piperidine-2,6-dione